1-ethynyl-4-(4-propylcyclohexyl)benzene C(#C)C1=CC=C(C=C1)C1CCC(CC1)CCC